4-(6-((3aR,5s,6aS)-5-amino-5-methylhexahydrocyclopenta[c]pyrrol-2(1H)-yl)pyridin-3-yl)-6-(1-methyl-1H-pyrazol-4-yl)pyrazolo[1,5-a]pyridine-3-carbonitrile NC1(C[C@@H]2[C@@H](CN(C2)C2=CC=C(C=N2)C=2C=3N(C=C(C2)C=2C=NN(C2)C)N=CC3C#N)C1)C